2-[(t-butyldiphenylsiloxy)methyl]benzamide O([Si](C1=CC=CC=C1)(C1=CC=CC=C1)C(C)(C)C)CC1=C(C(=O)N)C=CC=C1